(5-chloro-2-hydroxyphenyl)(4-(dioctylamino)phenyl)methanone ClC=1C=CC(=C(C1)C(=O)C1=CC=C(C=C1)N(CCCCCCCC)CCCCCCCC)O